N1=C(C=CC=C1)C(=O)O[C@@H]1[C@H]([C@H]([C@H](O[C@]12OCCCC2)CO)O)N2N=NC(=C2)C2=CC(=C(C(=C2)F)F)F (2R,3R,4S,5R,6S)-3-hydroxy-2-(hydroxymethyl)-4-(4-(3,4,5-trifluorophenyl)-1H-1,2,3-triazol-1-yl)-1,7-dioxaspiro[5.5]undecan-5-yl picolinate